N-ethylcarbazole tetrafluoroborate F[B-](F)(F)F.C(C)N1C2=CC=CC=C2C=2C=CC=CC12